C(#C)C1CCN(CC1)CC1(CCN(CC1)C(=O)OC(C)(C)C)O tert-butyl 4-[(4-ethynyl-1-piperidyl)methyl]-4-hydroxy-piperidine-1-carboxylate